p-diaminobenzene NC1=CC=C(C=C1)N